OC=1C=C(CN2C(NC=3N=CNC(C23)=O)=O)C=CC1 7-(3-hydroxybenzyl)-7,9-dihydro-1H-purine-6,8-dione